3-((perfluorophenyl)sulfonyl)propan-1-amine FC1=C(C(=C(C(=C1F)F)F)F)S(=O)(=O)CCCN